C(=O)(O)C1=CC=C(C=C1)NC(=O)C=1C(=C(C(=O)O)C=C(C1)O)O 3-(4-carboxyphenylaminocarbonyl)-2,5-dihydroxybenzoic acid